N-(2,4-xylyl)maleimide C1(=C(C=C(C=C1)C)C)N1C(C=CC1=O)=O